NC1=C(C2=C(N=C(O2)C)C=C1C(=O)O)C 6-amino-2,7-dimethyl-1,3-benzoxazole-5-carboxylic acid